N-([1,1'-biphenyl]-4-yl)-N-(4-bromophenyl)dibenzo[b,d]furan-3-amine C1(=CC=C(C=C1)N(C=1C=CC2=C(OC3=C2C=CC=C3)C1)C1=CC=C(C=C1)Br)C1=CC=CC=C1